methyl 3-[3-(benzotriazol-2-yl)-4-hydroxy-5-tert-butylphenyl]-propionate N=1N(N=C2C1C=CC=C2)C=2C=C(C=C(C2O)C(C)(C)C)CCC(=O)OC